3-(((4-(4-(tert-butyl)phenyl)-1H-indazol-3-yl)amino)methyl)phenol C(C)(C)(C)C1=CC=C(C=C1)C1=C2C(=NNC2=CC=C1)NCC=1C=C(C=CC1)O